C1(CC1)CN1C2=NC=NC(=C2N=C1)OC1=CC=C(C=C1)NC(=S)NC(C1=C(C=CC=C1)C)=O N-((4-((9-(cyclopropylmethyl)-9H-purin-6-yl)oxy)phenyl)carbamothioyl)-2-methylbenzamide